OC=1C=CC=C2NC=C(CCN(CCC)CCC)C12 4-hydroxy-N,N-dipropyltryptamine